trans-4-(hydroxymethyl)-3-piperidinol hydrochloride Cl.OC[C@H]1[C@@H](CNCC1)O